3-methylpyrazolo[1,5-a]Pyrimidin-6-amine CC=1C=NN2C1N=CC(=C2)N